3-(2-(piperidin-3-ylamino)-5-(trifluoromethyl)pyrimidin-4-yl)-1H-indole-6-carbonitrile N1CC(CCC1)NC1=NC=C(C(=N1)C1=CNC2=CC(=CC=C12)C#N)C(F)(F)F